N-[4-(azetidin-3-ylmethoxy)-2-nitro-phenyl]-6-[2-(2,6-dichloro-3,5-dimethoxy-anilino)-3-pyridinyl]pyrimidin-4-amine N1CC(C1)COC1=CC(=C(C=C1)NC1=NC=NC(=C1)C=1C(=NC=CC1)NC1=C(C(=CC(=C1Cl)OC)OC)Cl)[N+](=O)[O-]